BrC=1N=C2C(=NC1)N=C(S2)NC(=O)C=2C=NC(=CC2C2=CC(=NC=C2OC)C#N)C N-(6-bromothiazolo[4,5-b]pyrazin-2-yl)-2'-cyano-5'-methoxy-6-methyl-[4,4'-bipyridine]-3-carboxamide